N1=NN(C2=NC=CC=C21)C2=CC(=C(C(=O)N([C@H]1CNCCC1)C1=C(C(=O)OC)C=CC=N1)C=C2)F methyl (R)-2-(4-(3H-[1,2,3]triazolo[4,5-b]pyridin-3-yl)-2-fluoro-N-(piperidin-3-yl)benzamido)nicotinate